(1S,3aR,6aS)-2-((S)-2-(2-cyclohexylacetamido)-3,3-dimethylbutanoyl)-N-((S)-1-(cyclopropylamino)-1,2-dioxohexan-3-yl)octahydrocyclopenta[c]pyrrole-1-carboxamide C1(CCCCC1)CC(=O)N[C@H](C(=O)N1[C@@H]([C@@H]2[C@H](C1)CCC2)C(=O)N[C@H](C(C(=O)NC2CC2)=O)CCC)C(C)(C)C